allyl-(4-methoxyphenyl)dimethylsilane C(C=C)[Si](C)(C)C1=CC=C(C=C1)OC